FC1(CCN(CCC1)C=1C=NC2=CC=CC=C2C1)F 3-(4,4-difluoroazepan-1-yl)quinoline